1-(isoxazol-5-ylmethyl)-1H-imidazole-5-carbaldehyde O1N=CC=C1CN1C=NC=C1C=O